1-(naphthalen-2-ylmethyl)-1-(4-((1-oxoisoindolin-2-yl)methyl)phenethyl)urea C1=C(C=CC2=CC=CC=C12)CN(C(=O)N)CCC1=CC=C(C=C1)CN1C(C2=CC=CC=C2C1)=O